ClC1=CC=C(C=C1)[B-](C1=CC=C(C=C1)Cl)(C1=CC=C(C=C1)Cl)C1=CC=C(C=C1)Cl.C(CCCCCCCCCCCCC)[NH3+] tetradecyl-ammonium tetrakis(4-chlorophenyl)borate